(R,E)-N-(4-((5-chloro-4-(3-fluorophenoxy)-2-methoxyphenyl)amino)-7-methoxyquinazolin-6-yl)-3-(pyrrolidin-2-yl)acrylamide ClC=1C(=CC(=C(C1)NC1=NC=NC2=CC(=C(C=C12)NC(\C=C\[C@@H]1NCCC1)=O)OC)OC)OC1=CC(=CC=C1)F